2,2,2-Trifluoroethyl (5-(7-fluoro-4-oxo-3,4-dihydrophthalazin-1-yl)-1H-benzimidazol-2-yl)carbamate FC1=CC=C2C(NN=C(C2=C1)C1=CC2=C(NC(=N2)NC(OCC(F)(F)F)=O)C=C1)=O